CC=1N=CN(C1)C=1C=C(C=C(C1)NC(CC1=NC=C(C=C1)C1=CC=CC=C1)=O)CN1C[C@H](CCC1)NC(OC(C)(C)C)=O tert-butyl N-[(3S)-1-{[3-(4-methyl-1H-imidazol-1-yl)-5-[2-(5-phenylpyridin-2-yl)acetamido]phenyl]methyl}piperidin-3-yl]carbamate